fluorothiophene-2-carboxamide FC1=C(SC=C1)C(=O)N